C1(CC1)C=1OC(=NN1)C=1NC2=C(C(=CC=C2C1C=1C=NN(C1)C1OCCCC1)Cl)Cl 2-Cyclopropyl-5-(6,7-dichloro-3-(1-(tetrahydro-2H-pyran-2-yl)-1H-pyrazol-4-yl)-1H-indol-2-yl)-1,3,4-oxadiazole